[Ag].C(CC(O)(C(=O)O)CC(=O)O)(=O)O citric acid monosilver